FC(C1=CN2C(S1)=NC=C2C2=NC=CC(=N2)SC)F 2-(difluoromethyl)-5-(4-methylthiopyrimidin-2-yl)imidazo[2,1-b]Thiazole